COC=1C=C(C=C(C1)OC)N(C(=O)C=1N=C(SC1)C#C)C1C(N(CC1)CC1=CC=C(C=C1)F)=O N-(3,5-Dimethoxyphenyl)-2-ethynyl-N-(1-(4-fluorobenzyl)-2-oxopyrrolidin-3-yl)thiazole-4-carboxamide